2-(2,2-dimethylcyclopropyl)-7-methoxynaphthylbenzene CC1(C(C1)C1=C(C2=CC(=CC=C2C=C1)OC)C1=CC=CC=C1)C